C1(=CC=C(C=C1)S(=O)(=O)N1[C@@H](SCC1)C(=O)N[C@@H](CCOC([C@H](C(C)C)N)=O)C1=CC=C(C=C1)F)C1=CC=CC=C1 (S)-2-amino-3-methyl-butyric acid (S)-3-{[(S)-3-(biphenyl-4-sulfonyl)-thiazolidine-2-carbonyl]-amino}-3-(4-fluoro-phenyl)-propyl ester